FC(C(C(F)(F)F)(O)C1=CC=C(C=C1)C1=C(C=C(C=C1)CN1C[C@@H](N(CC1)CC1=CC=NC=C1)CC(=O)O)C)(F)F (S)-2-(4-((4'-(1,1,1,3,3,3-hexafluoro-2-hydroxypropan-2-yl)-2-methyl-[1,1'-biphenyl]-4-yl)methyl)-1-(pyridin-4-ylmethyl)piperazin-2-yl)acetic acid